N(N)C(CCC1=C(C(=O)NC2(CC2)C2=CC=CC3=CC=CC=C23)C=CC=C1)=O 2-(3-Hydrazinyl-3-oxopropyl)-N-(1-(naphthalen-1-yl)cyclopropyl)benzamide